C1(CC1)N1C=C(C(C2=CC(=C(C=C12)N1C[C@@H](CC1)NC)F)=O)CN(CC1=CC(=NC=C1)C)[C@@H]1CN(CCC1)C=1C=NC(=CC1)C 1-cyclopropyl-6-fluoro-7-[(3R)-3-(methylamino)pyrrolidin-1-yl]-3-({[(3S)-1-(6-methylpyridin-3-yl)piperidin-3-yl][(2-methylpyridin-4-yl)methyl]amino}methyl)-1,4-dihydroquinolin-4-one